C(C)(C)(C)OC(=O)N1C[C@@H](N(CC1)C=1C2=C(N=CN1)N(C=C2C2=C(C=CC=C2)F)C=2SC(=C(N2)C)C(N)=O)C.CC(C)(C#CC(C)(OOC(C)(C)CC)C)OOC(C)(C)CC 2,5-dimethyl-2,5-di(tert-pentylperoxy)hexyne tert-Butyl-(S)-4-(7-(5-carbamoyl-4-methylthiazol-2-yl)-5-(2-fluorophenyl)-7H-pyrrolo[2,3-d]pyrimidin-4-yl)-3-methylpiperazine-1-carboxylate